OC1=C(C=CC(=C1O)O)CC(=O)CC1=C(C(=C(C=C1)O)O)O 2,3,4-trihydroxyphenylmethyl ketone